[15NH2][13CH2][13CH2]CC[15NH2] [13C2,15N2]-putrescine